6-((4-((S)-3-aminopiperidin-1-yl)-5-(1-(2,2,2-trifluoroethyl)-1H-pyrazol-4-yl)pyridin-2-yl)amino)-2-(2,4-difluoro-6-methoxyphenyl)nicotinonitrile N[C@@H]1CN(CCC1)C1=CC(=NC=C1C=1C=NN(C1)CC(F)(F)F)NC1=NC(=C(C#N)C=C1)C1=C(C=C(C=C1OC)F)F